2-(9-(4-fluorobenzyl)-6-oxaspiro[4.5]decan-9-yl)-N-((3-methoxythiophen-2-yl)methyl)ethylamine FC1=CC=C(CC2(CCOC3(CCCC3)C2)CCNCC=2SC=CC2OC)C=C1